FC(CN1N=NC2=C1C=C(C=C2)C=2C(=CN1N=C(N=C(C12)OC)NC1CCC2(COC2)CC1)F)F 5-(1-(2,2-difluoroethyl)-1H-benzo[d][1,2,3]triazol-6-yl)-6-fluoro-4-methoxy-N-(2-oxaspiro[3.5]nonan-7-yl)pyrrolo[2,1-f][1,2,4]triazin-2-amine